FC1=CC=C(C=C1)P1(OCC(NC1(C)C)(C)C)=O 2-(4-Fluorophenyl)-2-oxo-3,3,5,5-tetramethyl-[1,4,2]-oxazaphosphinane